NC1=C(C(=CC=C1)Cl)NC[C@@H]1[C@H](N(C(C1)=O)C1=NC(=CC(=C1)C(F)(F)F)C)C(=O)OCCCC butyl (2S,3R)-3-(((2-amino-6-chlorophenyl)amino)methyl)-1-(6-methyl-4-(trifluoromethyl)pyridin-2-yl)-5-oxopyrrolidine-2-carboxylate